5-(2-((1-(3-(difluoromethyl)-1-methyl-1H-pyrazole-4-carbonyl)-4-methylpiperidin-4-yl)amino)-2-oxoacetyl)-N-(4-fluoro-3-methylphenyl)-1,2,4-trimethyl-1H-pyrrole-3-carboxamide FC(C1=NN(C=C1C(=O)N1CCC(CC1)(C)NC(C(=O)C1=C(C(=C(N1C)C)C(=O)NC1=CC(=C(C=C1)F)C)C)=O)C)F